CC1=NOC(=C1NC(=O)C1=CC=C2C(=CNC2=C1)C1=NC(=NC=C1C(F)(F)F)N[C@@H]1CN[C@H](CC1)C)C N-(3,5-dimethylisoxazol-4-yl)-3-(2-(((3S,6S)-6-methylpiperidin-3-yl)amino)-5-(trifluoromethyl)pyrimidin-4-yl)-1H-indole-6-carboxamide